NC1=NC(=CC(=C1)C[C@@H]1[C@H](N(C1=O)C(=O)N[C@H](CC)C1=CC(=C(C=C1)C)F)C(=O)N(C)C=1C=NN(C1)C)C (2S,3R)-3-((2-amino-6-methylpyridin-4-yl)methyl)-N2-(1-methyl-1H-pyrazol-4-yl)-N1-((R)-1-(3-fluoro-4-methylphenyl)propyl)-N2-methyl-4-oxoazetidine-1,2-dicarboxamide